Cl.Cl.F/C=C(\CN)/COC=1C=NC(=NC1)N1CCC(CC1)OC (E)-3-Fluoro-2-[[2-(4-methoxy-1-piperidyl)pyrimidin-5-yl]oxymethyl]prop-2-en-1-amine, dihydrochloride